ONC(=O)C1=CC2=C(OCC(N2CC2=CC=CC3=CC=CC=C23)=O)C=C1 N-hydroxy-4-(naphthalen-1-ylmethyl)-3-oxo-3,4-dihydro-2H-benzo[b][1,4]oxazine-6-carboxamide